N1NCNC2=CC=CC=C12 1,2,3,4-tetrahydroazaquinoxaline